[Sn].C(CCC)N(C(C)C(C)N)CCCC N,N-di-butyl-2,3-diaminobutane tin